(2s)-3-(2,3-difluorophenyl)-2-(9H-fluoren-9-ylmethoxycarbonyl-amino)propanoic acid FC1=C(C=CC=C1F)C[C@@H](C(=O)O)NC(=O)OCC1C2=CC=CC=C2C=2C=CC=CC12